2',3',5'-Tri-O-acetyl-N6-(3-hydroxyphenyl)adenosine C(C)(=O)O[C@H]1[C@@H](O[C@@H]([C@H]1OC(C)=O)COC(C)=O)N1C=NC=2C(NC3=CC(=CC=C3)O)=NC=NC12